FC1(CN(CC1)C1=NC(=CN=C1)C#C[Si](C)(C)C)F 2-(3,3-difluoropyrrolidin-1-yl)-6-((trimethylsilyl)ethynyl)pyrazine